ClCCN(C1=CC2=C(N(C(=N2)CC[C@H](C(=O)O)NC(=O)OC(C)(C)C)C)C=C1)CCCl (2R)-4-[5-[bis(2-chloroethyl)amino]-1-methyl-benzimidazol-2-yl]-2-(tert-butoxycarbonylamino)butanoic acid